1-((2R,4R,5R)-3,3-Difluoro-4-hydroxy-5-(hydroxymethyl)tetrahydrofuran-2-yl)-4-((4-(4-methoxyphenyl)-2-oxido-1,3,2-dioxaphosphinan-2-yl)amino)pyrimidin-2(1H)-on FC1([C@@H](O[C@@H]([C@H]1O)CO)N1C(N=C(C=C1)NP1(OCCC(O1)C1=CC=C(C=C1)OC)=O)=O)F